quinoxaline-N1,N4-dioxide [N+]1(=CC=[N+](C2=CC=CC=C12)[O-])[O-]